2,4,6-tris(n-octyl)-1,3,5-triazine C(CCCCCCC)C1=NC(=NC(=N1)CCCCCCCC)CCCCCCCC